Ethyl 2-(((2-(6-(2-(dimethylamino)ethoxy)pyridin-3-yl)-4-morpholinothieno[3,2-d]pyrimidin-6-yl)methyl)(methyl)amino)pyrimidine-5-carboxylate CN(CCOC1=CC=C(C=N1)C=1N=C(C2=C(N1)C=C(S2)CN(C2=NC=C(C=N2)C(=O)OCC)C)N2CCOCC2)C